BrC1=C(C(=CC(=C1Cl)Cl)F)O 2-Bromo-3,4-dichloro-6-fluorophenol